C(#N)C=1C(=CC(=NC1)NC(=O)N1CCCC2=CC(=C(N=C12)C=O)CO)OC1COCC1 N-(5-cyano-4-((tetrahydrofuran-3-yl)oxy)pyridin-2-yl)-7-formyl-6-(hydroxymethyl)-3,4-dihydro-1,8-naphthyridine-1(2H)-carboxamide